COC1=CC=C(CN(C2=NC(=NN3C2=NC=C3CO)OCCCC)CC3=CC=C(C=C3)OC)C=C1 (4-(bis(4-methoxybenzyl)amino)-2-butoxyimidazo[2,1-f][1,2,4]triazin-7-yl)methanol